2-(6-(bicyclo[2.2.1]hept-5-en-2-yl)hexyl)oxirane C12C(CC(C=C1)C2)CCCCCCC2OC2